4,4'-((4-(ethoxycarbonyl)pyridine-2,6-diyl)bis(1H-1,2,3-triazole-4,1-diyl))bis(2-(trifluoromethyl)benzoic acid) C(C)OC(=O)C1=CC(=NC(=C1)C=1N=NN(C1)C1=CC(=C(C(=O)O)C=C1)C(F)(F)F)C=1N=NN(C1)C1=CC(=C(C(=O)O)C=C1)C(F)(F)F